CN1C(C2(CCN(CC2)CCOC2=CC=C(C=C2)N2C(CCC2)=O)C2=CC=CC=C12)=O 1-methyl-1'-{2-[4-(2-oxopyrrolidin-1-yl)phenoxy]ethyl}-1,2-dihydrospiro[indole-3,4'-piperidin]-2-one